5-Chloro-2-(3-methylphenyl)quinazolin-4(3H)-one ClC1=C2C(NC(=NC2=CC=C1)C1=CC(=CC=C1)C)=O